C(#N)N=S(=O)(NC(NC1=C2CCCC2=CC=2CCCC12)=O)C=1SC(=CC1)C(C)(C)O N'-cyano-N-((1,2,3,5,6,7-hexahydro-s-indacen-4-yl)carbamoyl)-5-(2-hydroxypropan-2-yl)thiophene-2-sulfonimidamide